(S)-quinuclidin-3-yl (7-(3-fluorophenyl)-4-methylchroman-4-yl)carbamate FC=1C=C(C=CC1)C1=CC=C2C(CCOC2=C1)(C)NC(O[C@@H]1CN2CCC1CC2)=O